bis[(3-ethyl-3-oxetanylmethoxy)methyl]ether C(C)C1(COC1)COCOCOCC1(COC1)CC